NCC=1C=C(C=CC1)C=1C(=CCN(C1)CC1(CCN(CC1)C([C@@H](CC1CCCCC1)C)=O)O)C1=C(C=CC=C1)F (R)-5-(3-(Aminomethyl)phenyl)-1-((1-(3-cyclohexyl-2-methylpropanoyl)-4-hydroxypiperidin-4-yl)methyl)-4-(2-fluorophenyl)pyridin